(R)-(6-((1,1,1-trifluoropropan-2-yl)oxy)pyrimidin-4-yl)methanamine FC([C@@H](C)OC1=CC(=NC=N1)CN)(F)F